C\C(=C/C)\CC (E)-3-methyl-2-pentene